1-(4-(4-((2-fluoro-3-methyl-4-((1-methyl-1H-benzo[d][1,2,3]triazol-5-yl)oxy)phenyl)amino)pyrido[3,2-d]pyrimidin-6-yl)-2,2-dimethylpiperazin-1-yl)prop-2-en-1-one FC1=C(C=CC(=C1C)OC1=CC2=C(N(N=N2)C)C=C1)NC=1C2=C(N=CN1)C=CC(=N2)N2CC(N(CC2)C(C=C)=O)(C)C